(8-((5-chloro-4-(isopropylamino)-7H-pyrrolo[2,3-d]pyrimidin-2-yl)amino)-2,3-dihydrobenzo[b][1,4]dioxin-5-yl)(4-morpholinopiperidin-1-yl)methanone ClC1=CNC=2N=C(N=C(C21)NC(C)C)NC2=CC=C(C1=C2OCCO1)C(=O)N1CCC(CC1)N1CCOCC1